Cl.N1C[C@@H](CC1)C1=NC(=NO1)C=1C=CC(=NC1)N1CCOCC1 (R)-4-(5-(5-(pyrrolidin-3-yl)-1,2,4-oxadiazol-3-yl)pyridin-2-yl)morpholine hydrochloride